2-((3-methylbut-2-en-1-yl)oxy)benzoic acid CC(=CCOC1=C(C(=O)O)C=CC=C1)C